BrC=1C=C(C=CC1)N(C1=CC(N(C=2C=CC(=NC12)C#N)C)=O)CC1CC1 8-((3-bromophenyl)(cyclopropylmethyl)amino)-5-methyl-6-oxo-5,6-dihydro-1,5-naphthyridine-2-carbonitrile